5-{4-amino-5-[(4,4-difluoropiperidin-1-yl)methyl]pyrrolo[2,1-f][1,2,4]triazin-7-yl}-N-[4-fluoro-1-(2-fluorobenzoyl)piperidin-3-yl]-2-methoxypyridine-3-carboxamide NC1=NC=NN2C1=C(C=C2C=2C=C(C(=NC2)OC)C(=O)NC2CN(CCC2F)C(C2=C(C=CC=C2)F)=O)CN2CCC(CC2)(F)F